BrC=1C=C(C=2C(N(CC2C1)[C@@H](C)C1CC1)=O)S(=O)(=O)NCCOC (S)-6-bromo-2-(1-cyclopropylethyl)-N-(2-methoxyethyl)-3-oxoisoindoline-4-sulfonamide